C(C)(C)(C)OC(=O)N1[C@@H](C[C@@H](C1)N1N=C(C(=C1N(C)C(=O)OC(C)(C)C)C#N)C#C)CF.CC1=CC=C(C=C1)C(=C)C 1-methyl-4-(1-methylvinyl)benzene tert-butyl-(2S,4S)-4-{5-[(tert-butoxycarbonyl)(methyl)amino]-4-cyano-3-ethynylpyrazol-1-yl}-2-(fluoromethyl)pyrrolidine-1-carboxylate